(S)-2-(4-(4-chlorophenyl)-2,3,9-trimethyl-6H-thieno[3,2-f][1,2,4]triazolo[4,3-a][1,4]diazepin-6-yl)-N-(3-nitropropyl-3,3-d2)acetamide ClC1=CC=C(C=C1)C1=N[C@H](C=2N(C3=C1C(=C(S3)C)C)C(=NN2)C)CC(=O)NCCC([2H])([2H])[N+](=O)[O-]